tetramethylthiouracil CS(=C1NC=CC(N1)=O)(C)(C)C